N1=CC=C(C=C1)CCCCCC1=CC=NC=C1 1,5-bis(4-pyridyl)pentane